Cl.ClCCN(CC)CC 2-chloro-N,N-diethyl-ethane-1-amine hydrochloride